4-(4-amino-2-fluoro-phenoxy)-2-isopropyl-benzonitrile NC1=CC(=C(OC2=CC(=C(C#N)C=C2)C(C)C)C=C1)F